Sodium (2R,3R,4R)-5-(heptylamino)-2,3,4-trihydroxy-5-oxopentyl sulfate S(=O)(=O)(OC[C@H]([C@H]([C@H](C(=O)NCCCCCCC)O)O)O)[O-].[Na+]